(rac)-((1R,2S,4S)-2-((tert-butyldiphenylsilyl)methyl)-2-phenylbicyclo[2.1.1]hexan-1-yl)(naphthalen-2-yl)methanone [Si](C1=CC=CC=C1)(C1=CC=CC=C1)(C(C)(C)C)C[C@]1(C2(CC(C1)C2)C(=O)C2=CC1=CC=CC=C1C=C2)C2=CC=CC=C2 |r|